3-(9-bromo-3-(4-methoxybenzyl)-7-methyl-5-oxo-3,5-dihydro-4H-pyrazolo[3,4-c]isoquinolin-4-yl)propanal BrC=1C=2C3=C(N(C(C2C=C(C1)C)=O)CCC=O)N(N=C3)CC3=CC=C(C=C3)OC